C(C)O[C@@H]1OC(C[C@@H]1NC(=O)[C@H]1N(CCC1)C([C@H](C(C)(C)C)NC(=O)C1=CC(=C(C=C1)N)Cl)=O)=O (S)-1-((S)-2-{[1-(4-amino-3-chlorophenyl)-methanoyl]-amino}-3,3-dimethyl-butanoyl)-pyrrolidine-2-carboxylic acid ((2R,3S)-2-ethoxy-5-oxo-tetrahydro-furan-3-yl)-amide